CS(=O)(=O)N1C=C(C=C1)C(=O)NCC(=O)NC=1SC=C(N1)C=1C=C(C=CC1)C1=CC(=NC=C1)CC(=O)[O-].[Na+] Sodium 2-(4-(3-(2-(2-(1-(methylsulfonyl)-1H-pyrrole-3-carboxamido)acetamido)thiazol-4-yl)phenyl)pyridin-2-yl)acetate